C1(CCCCCC1)[C@@H](C(=O)NC1=CC=C(C=N1)C=1C(=[N+](C=CC1C)[O-])C)NC(=O)C1=CC=C2N1CCN(C2)C (S)-6'-(2-cycloheptyl-2-(2-methyl-1,2,3,4-tetrahydropyrrolo[1,2-a]pyrazine-6-carboxamido)acetamido)-2,4-dimethyl-[3,3'-bipyridine] 1-oxide